(R)-1-HYDROXY-N,N-BIS(4-METHOXYBENZYL)HEPT-6-ENE-3-SULFONAMIDE OCC[C@@H](CCC=C)S(=O)(=O)N(CC1=CC=C(C=C1)OC)CC1=CC=C(C=C1)OC